C[C@H]1[C@H]([C@H]([C@@H](CN1)O)O)O The molecule is a hydroxypiperidine in which the three hydroxy substituents are located at positions 3, 4 and 5 together with an additional methyl substituent at position 2. It has a role as a fungal metabolite. It is a hydroxypiperidine and a triol.